C1=C(C=CC2=CC=CC=C12)SNC(C(C)(C)C)=O N-(naphthalen-2-ylthio)pivalamide